NCC1=CC=NN1C1=C2C(C=C(NC2=CC=N1)C=1C(=NC=C(C1C)C(F)(F)F)OC1=C(C(=C(C=C1)F)F)C)=O 5-[5-(Aminomethyl)pyrazol-1-yl]-2-[2-(3,4-difluoro-2-methyl-phenoxy)-4-methyl-5-(trifluoromethyl)-3-pyridinyl]-1H-1,6-naphthyridin-4-one